IC=1C=NN(C1)CC(=O)C1=CC=CC=C1 2-(4-iodo-1H-pyrazol-1-yl)-1-phenylethan-1-one